O=C(CCC1=CC=C(C=C1)[O-])C 4-(3-oxobutyl)phenolate